C(CC)[N+]1(CCCC1)C N-propylmethyl-pyrrolidinium